CC1=CC(=CC(=N1)CNC(=O)C=1SC(=NN1)N1C[C@@H](CC1)C=1N=NC(=CC1)NC(CC1=NC=CC=C1)=O)C(F)(F)F (R)-N-((6-methyl-4-(trifluoromethyl)pyridin-2-yl)methyl)-5-(3-(6-(2-(pyridin-2-yl)acetamido)pyridazin-3-yl)pyrrolidin-1-yl)-1,3,4-thiadiazole-2-carboxamide